C(C)(C)(C)OC(=O)N1N=C(C2=CC=C(C=C12)OC(=O)N1C(C2(C3=CC(=CC=C13)OC)CC2)=C)NC2=NC(=NC=C2OC)N2CCOCC2 [1-(tert-butoxycarbonyl)-3-{[5-methoxy-2-(morpholin-4-yl)pyrimidin-4-yl]amino}indazol-6-yl]-5'-methoxy-2'-methylidenespiro[cyclopropane-1,3'-indole]-1'-carboxylate